NC1=C(C(=NN1C(C)C)C1=CC=C(C=C1)CC(=O)NC1=CC(=CC=C1)SC(F)F)C(=O)N 5-Amino-3-(4-(2-((3-((difluoromethyl)thio)phenyl)amino)-2-oxoethyl)phenyl)-1-isopropyl-1H-pyrazole-4-carboxamide